(-)-Methyl-6-methyl-4-oxo-2-phenyl-3-(4-phenylbuta-2,3-dien-1-yl)thiochromane-3-carboxylate COC(=O)C1(C(SC2=CC=C(C=C2C1=O)C)C1=CC=CC=C1)CC=C=CC1=CC=CC=C1